NC/C(/CN1N=CN(C1=O)CC=1SC(=CC1)C1=CC=C(C=C1)S(=O)(=O)CC)=C\F 2-[(2E)-2-(aminomethyl)-3-fluoroprop-2-en-1-yl]-4-({5-[4-(ethylsulfonyl)phenyl]thiophen-2-yl}methyl)-2,4-dihydro-3H-1,2,4-triazol-3-one